O1C=CC=2C(=NC=CC21)C2=C(C=C(C(=O)OC)C=C2)C methyl 4-(furo[3,2-c]pyridin-4-yl)-3-methylbenzoate